C(C)(=O)C=CC(=O)O 3-ACETYLACRYLIC ACID